3-[6-cyclopropyl-5-(pyrrolidin-3-yloxy)pyrazin-2-yl]-1H-indole-7-carbonitrile C1(CC1)C1=C(N=CC(=N1)C1=CNC2=C(C=CC=C12)C#N)OC1CNCC1